5-[(3R)-3-(dimethylamino)-1-piperidyl]-7-(2-fluoro-6-methyl-phenyl)isoquinolin-3-amine CN([C@H]1CN(CCC1)C1=C2C=C(N=CC2=CC(=C1)C1=C(C=CC=C1C)F)N)C